[Si](C)(C)(C(C)(C)C)OC[C@@H](C)O (R)-1-((tert-butyldimethylsilyl)oxy)propan-2-ol